NC1=NC2=CC=C(C(=C2C=N1)F)C=1C(=C(C=CC1F)NS(=O)(=O)C1=CC(=CC=2[C@@H](COC21)O)Cl)F (3S)-N-(3-(2-amino-5-fluoroquinazolin-6-yl)-2,4-difluorophenyl)-5-chloro-3-hydroxy-2,3-dihydrobenzofuran-7-sulfonamide